CC(=CCO)CCC=CC 3,7-dimethylheptan-2,6-dien-1-ol